C(CCC)C1(C2=CC(=CC=C2C=2C=CC(=CC12)C=1OC2=C(C1)C=CC(=C2)C=O)C2=CC=C(C=C2)N(C2=CC=CC=C2)C2=CC=CC=C2)CCCC 2-[9,9-dibutyl-7-[4-(N-phenylanilino)phenyl]fluoren-2-yl]benzofuran-6-carbaldehyde